(E)-N-(4-isocyanatophenyl)but-2-enamide N(=C=O)C1=CC=C(C=C1)NC(\C=C\C)=O